7-chloro-4-(4-methoxybenzyl)-2-methyl-5-oxo-4,5-dihydro-2H-pyrazolo[4,3-b]pyridine-6-Formaldehyde ClC=1C=2C(N(C(C1C=O)=O)CC1=CC=C(C=C1)OC)=CN(N2)C